1-(1-bromoethyl)-4-(methylsulfonyl)benzene 1,1-dimethylethyl-{(1R)-1-[({6-[(3-ethyl-1,3-dihydro-2-benzofuran-4-yl)oxy]-3-pyridinyl}amino)carbonyl]propyl}carbamate CC(C)(C)N(C(O)=O)[C@H](CC)C(=O)NC=1C=NC(=CC1)OC1=CC=CC=2COC(C21)CC.BrC(C)C2=CC=C(C=C2)S(=O)(=O)C